ethyl-benzenethiol C(C)C1=C(C=CC=C1)S